CC1(C2(N(C3=CC=CC=C13)CCO)OC1=CC=C(C=C1C=C2)[N+](=O)[O-])C 2-(3',3'-dimethyl-6-nitrospiro[chromene-2,2'-indol]-1'-yl)ethan-1-ol